C(C#CC)N1CCN(CC1)C=1C=NC=CC1C1=CC(=C(CNC(=O)C2=NOC(=N2)C(C)(C)C)C=C1)C N-(4-(3-(4-(but-2-ynyl)piperazin-1-yl)pyridin-4-yl)-2-methylbenzyl)-5-(tert-butyl)-1,2,4-oxadiazole-3-carboxamide